IC1=CC=C(C=C1)CCCO 4-iodobenzenepropanol